NC1=C(C(=NC(=C1F)C1=C(C(=C(C=C1)Cl)C)F)C(=O)O)Cl 4-amino-3-chloro-6-(4-chloro-2-fluoro-methylphenyl)-5-fluoropyridine-2-carboxylic acid